Z-1,2-difluoroethylene F\C=C/F